[4-[1-(1-bicyclo[1.1.1]pentanyl)triazol-4-yl]phenyl]-[4-(5-chlorooxazolo[4,5-b]pyridin-2-yl)piperazin-1-yl]methanone C12(CC(C1)C2)N2N=NC(=C2)C2=CC=C(C=C2)C(=O)N2CCN(CC2)C=2OC=1C(=NC(=CC1)Cl)N2